CC(C(=O)OCC(C)N)=C 2-aminopropyl 2-methylacrylate